7-bromo-N-tert-butyl-1-cyclopropyl-indole-5-sulfonamide BrC=1C=C(C=C2C=CN(C12)C1CC1)S(=O)(=O)NC(C)(C)C